tetradecahydro-1,4a-dimethyl-7-(1-methylethyl)-1-phenanthrenemethanol CC1(CCCC2(C3CCC(CC3CCC12)C(C)C)C)CO